C1(CC1)C1=C(C=C(C=C1OCC)[C@@H](C)N(C(=O)NC1(CC(C1)(F)F)C(=O)OC)CCCCC1=CC=CC=C1)OCC methyl 1-({[(1R)-1-(4-cyclopropyl-3,5-diethoxyphenyl)ethyl](4-phenylbutyl) carbamoyl}amino)-3,3-difluorocyclobutane-1-carboxylate